BrC=1C=2C3=C(C(N(C3=CC1)C(C)C)=O)C=CC2 6-bromo-1-isopropylbenzo[cd]indol-2(1H)-one